The molecule is a biflavonoid resulting from the formal oxidative dimerisation between position 8 of one molecule of 5,7-dihydroxy-4'-methoxyflavone and the 3' position of another. Found in the leaves of Ginkgo biloba, it is a potent inhibitor of matrix metalloproteinase 9 (MMP-9). It has a role as an EC 3.4.24.35 (gelatinase B) inhibitor, an antineoplastic agent and a plant metabolite. It is a biflavonoid and an aromatic ether. It derives from a 5,7-dihydroxy-4'-methoxyflavone. COC1=CC=C(C=C1)C2=CC(=O)C3=C(O2)C(=C(C=C3O)O)C4=C(C=CC(=C4)C5=CC(=O)C6=C(C=C(C=C6O5)O)O)OC